BrC1=CC(=C2C=NN(C2=C1)C1OCCCC1)OC1CC(C1)N(C([O-])=O)CC1CC1 N-[3-[[6-bromo-1-(tetrahydro-2H-pyran-2-yl)-1H-indazol-4-yl]oxy] Cyclobutyl]-N-(cyclopropylmethyl)carbamate